OCC1(CCOCC1)NC(=O)C1=C(OC2=C1C=C(C=C2)OCC2=NC=CC=N2)C N-(4-(hydroxymethyl)tetrahydro-2H-pyran-4-yl)-2-methyl-5-(pyrimidin-2-ylmethoxy)benzofuran-3-carboxamide